NC=1C(=NN(C1C(=O)O)C1=C(C=C(C=C1F)CNC(C1=C(C=CC(=C1)F)OC)=O)F)C(C(F)(F)F)C 4-amino-1-(2,6-difluoro-4-((5-fluoro-2-methoxybenzamido)methyl)phenyl)-3-(1,1,1-trifluoropropan-2-yl)-1H-pyrazole-5-carboxylic acid